methyl 4-amino-7-bromo-1-(6-bromo-4-chloro-2-methylphenyl)-2-oxo-1,2-dihydroquinoline-3-carboxylate NC1=C(C(N(C2=CC(=CC=C12)Br)C1=C(C=C(C=C1Br)Cl)C)=O)C(=O)OC